O1C(CCC1C(=O)O)C(=O)O tetrahydrofuran-2,5-dicarboxylic acid